COC1=C(C=C(C=C1)CC(C)C1=CC=CC=C1)O 2-Methoxy-5-(2-phenylpropyl)phenol